3-(5-(((S)-1-((4-Methyl-3-oxo-3,4-dihydro-2H-benzo[b][1,4]oxazin-6-yl)methyl)pyrrolidin-3-yl)oxy)-1-oxoisoindolin-2-yl)piperidine-2,6-dione CN1C2=C(OCC1=O)C=CC(=C2)CN2C[C@H](CC2)OC=2C=C1CN(C(C1=CC2)=O)C2C(NC(CC2)=O)=O